N-(3-((2,6-dioxopiperidin-3-yl)amino)-5-fluorophenyl)acetamide formate salt C(=O)O.O=C1NC(CCC1NC=1C=C(C=C(C1)F)NC(C)=O)=O